tert-butyl 4-(6-(3-(methoxymethoxy)-5-(((3-methyl-1H-pyrazol-4-yl) methyl) amino) pyridin-2-yl) pyridazin-3-yl)-2-methylpiperazine-1-carboxylate COCOC=1C(=NC=C(C1)NCC=1C(=NNC1)C)C1=CC=C(N=N1)N1CC(N(CC1)C(=O)OC(C)(C)C)C